CN(C)CC1=CC=C(C=C1)S(=O)(NC)=NC(NC1=C2C(=NC3=C1CCC3)CCC2)=O 4-((Dimethylamino)methyl)-N'-((1,2,3,5,6,7-hexahydrodicyclopenta[b,e]pyridin-8-yl)carbamoyl)-N-methylbenzenesulfonimidamide